CC=1C=C(C(=C2C=CNC12)CN1[C@@H](CC2(CCCO2)CC1)C1=CC=C(C(=O)O)C=C1)CC#C 4-((7S)-8-((7-methyl-5-(prop-2-yn-1-yl)-1H-indol-4-yl)methyl)-1-oxa-8-azaspiro[4.5]dec-7-yl)benzoic acid